2-Bromo-2-(2-fluoro-6-methoxyphenyl)acetic acid methyl ester COC(C(C1=C(C=CC=C1OC)F)Br)=O